OC12OC3=C(C1(C(C1=CC=CC=C12)=O)NC(C(C1=CC=CC=C1)=O)=O)C=CC(=C3)C(C)C N-(4b-hydroxy-7-isopropyl-10-oxo-9b,10-dihydro-4bH-indeno[1,2-b]benzofuran-9b-yl)-2-oxo-2-phenyl-acetamide